C(C)P(C(C)(C)C)C(C)(C)C Ethyldi-tert-butylphosphine